1-(2-fluorophenyl)cyclopropane-1-carboxylic acid FC1=C(C=CC=C1)C1(CC1)C(=O)O